CC1(NC(CC(C1)NC1CC(NC(C1)(C)C)(C)C)(C)C)C bis(2,2,6,6-tetramethylpiperidin-4-yl)amine